ClC=1C(=NC(=NC1)NC1=C(C=C(C=C1)C(=O)N1CCNCC1)OC)NC (4-((5-chloro-4-(methylamino)pyrimidin-2-yl)amino)-3-methoxyphenyl)(piperazin-1-yl)methanone